C1(=CC=CC=C1)[S+](=O)(C1=C(C=CC=C1)C(=O)OC)C1=CC=CC=C1 diphenyl-(o-methoxycarbonylphenyl)sulfoxonium